FC1=C(C(=O)O[C@@H]2[C@H]([C@H]([C@H](O[C@@]23CCCO3)CO)O)N3N=NC(=C3)C3=CC(=C(C(=C3)F)F)F)C=CC=C1 (5S,7R,8R,9S,10R)-8-hydroxy-7-(hydroxymethyl)-9-(4-(3,4,5-trifluorophenyl)-1H-1,2,3-triazol-1-yl)-1,6-dioxaspiro[4.5]decan-10-yl 2-fluorobenzoate